O[C@]1(C[C@@H]([C@H](CC1)NC(OC(C)(C)C)=O)NC(OC(C)(C)C)=O)C1=CC(=CC=C1)C(F)(F)F |r| rac-di-tert-butyl ((1S,2S,4R)-4-hydroxy-4-(3-(trifluoromethyl)phenyl)-cyclohexane-1,2-diyl)dicarbamate